(-)-3-Methyl-4-((3-((4-methylphenyl)sulfonamido)benzofuran-2-yl)(naphthalen-1-yl)methyl)-1-phenyl-1H-pyrazol-5-yl acetate C(C)(=O)OC1=C(C(=NN1C1=CC=CC=C1)C)C(C1=CC=CC2=CC=CC=C12)C=1OC2=C(C1NS(=O)(=O)C1=CC=C(C=C1)C)C=CC=C2